8-(4-(1-methyl-1H-pyrazol-4-yl)-7H-pyrrolo[2,3-d]pyrimidin-5-yl)-3,4-dihydrobenzo[f][1,4]oxazepin-5(2H)-one CN1N=CC(=C1)C=1C2=C(N=CN1)NC=C2C2=CC1=C(C(NCCO1)=O)C=C2